tert-Butyl 3-(7-(thiazol-2-yl)-5-(1,1,1-trifluoro-2-hydroxypropan-2-yl)benzo[d]oxazol-2-yl)-3,8-diazabicyclo[3.2.1]octane-8-carboxylate S1C(=NC=C1)C1=CC(=CC=2N=C(OC21)N2CC1CCC(C2)N1C(=O)OC(C)(C)C)C(C(F)(F)F)(C)O